CC(C#N)(C)C=1C=NN(C1)CC(F)(F)F 2-Methyl-2-(1-(2,2,2-trifluoroethyl)-1H-pyrazol-4-yl)propionitrile